tetracyclododecane C1CC2CC1C3C2C4CCC3C4